ClC1=C(C=C(C=C1)Cl)[C@@H](CCO)C1CCN(CC1)C (S)-3-(2,5-dichlorophenyl)-3-(1-methylpiperidin-4-yl)propan-1-ol